diallyl-dimethyl-ammonium methacrylate C(C(=C)C)(=O)[O-].C(C=C)[N+](C)(C)CC=C